tert-butyl (S)-4-(5-bromo-8-chloro-3,4-dihydro-2H-pyrano[2,3-f]quinazolin-10-yl)-2-(cyanomethyl)piperazine-1-carboxylate BrC1=C2C(=C3C(=NC(=NC3=C1)Cl)N1C[C@@H](N(CC1)C(=O)OC(C)(C)C)CC#N)OCCC2